C1(CC1)C1=NN(C=N1)C1CC2(CN(C2)C(=O)N2C[C@H]3[C@@H](C2)CC(C3)OC3=CC=C(C=C3)OC(F)(F)F)C1 |r| [6-(3-cyclopropyl-1,2,4-triazol-1-yl)-2-azaspiro[3.3]heptan-2-yl]-[rac-(3aS,6aR)-5-[4-(trifluoromethoxy)phenoxy]-3,3a,4,5,6,6a-hexahydro-1H-cyclopenta[c]pyrrol-2-yl]methanone